Benzylpyrazinium C(C1=CC=CC=C1)[N+]1=CC=NC=C1